N,N,N-trimethyl-(4-methoxybenzyl)ammonium trifluoromethanesulfonate FC(S(=O)(=O)[O-])(F)F.C[N+](C)(C)CC1=CC=C(C=C1)OC